4-(4-fluorophenyl)-1-(6-(3-fluorophenyl)pyrazin-2-yl)piperidin-4-ol FC1=CC=C(C=C1)C1(CCN(CC1)C1=NC(=CN=C1)C1=CC(=CC=C1)F)O